(2-Acetamido-5-(3-methoxypropoxy)pyridin-4-yl)carbamic acid tert-butyl ester C(C)(C)(C)OC(NC1=CC(=NC=C1OCCCOC)NC(C)=O)=O